CN1C(=NC=C1C1=CC=C(C=C1)C(F)(F)F)C1=C(C=C(C=C1)C(F)(F)F)OCC(F)(F)F 1-methyl-2-(2-(2,2,2-trifluoroethoxy)-4-(trifluoromethyl)phenyl)-5-(4-(trifluoromethyl)phenyl)-1H-imidazole